n-tridecyl stearate C(CCCCCCCCCCCCCCCCC)(=O)OCCCCCCCCCCCCC